C1=CC=C(C(=C1)[N+](=O)[O-])O[C@H]2[C@@H]([C@H]([C@H]([C@H](O2)CO)O)O)O The molecule is a beta-D-galactoside having a 2-nitrophenyl substituent at the anomeric position. It has a role as a chromogenic compound. It is a beta-D-galactoside and a C-nitro compound. It derives from a 2-nitrophenol.